3-Methyl-1-pentyn-3-ol CC(C#C)(CC)O